2-(2-bromobenzyl)-2-methylcyclohexane-1,3-dione BrC1=C(CC2(C(CCCC2=O)=O)C)C=CC=C1